CN(C(C)C)C[C@H]1NCC2=CC=CC=C2C1 N-methyl-N-[[(3S)-1,2,3,4-tetrahydroisoquinolin-3-yl]methyl]propan-2-amine